3-[N-(2,2-dimethoxyethyl)carbamoyl]propenoic acid COC(CNC(=O)C=CC(=O)O)OC